C(CCCCCCCCCCC)(N)N Dodecandiamin